C(C)(C)(C)OC(=O)NC1=C(SC(=C1)C1=CC2=C(N(C[C@H](N(S2(=O)=O)C)C2CCCCC2)C2=CC=CC=C2)C=C1Cl)C(=O)O (R)-3-((tert-butoxycarbonyl)amino)-5-(7-chloro-3-cyclohexyl-2-methyl-1,1-dioxido-5-phenyl-2,3,4,5-tetrahydrobenzo[f][1,2,5]thiadiazepin-8-yl)thiophene-2-carboxylic acid